(R)-9-Oxo-8-(5-((1R,2S)-2-(trifluoromethyl)cyclohexyl)thiazol-2-yl)octahydro-2H-pyrazino[1,2-a]pyrazin O=C1N(CCN2[C@@H]1CNCC2)C=2SC(=CN2)[C@H]2[C@H](CCCC2)C(F)(F)F